1-(((S)-oxetan-2-yl)methyl)-2-((4-(2-phenyl-3,4-dihydro-2H-pyrano[2,3-b]pyridin-7-yl)piperazin-1-yl)methyl)-1H-benzo[d]imidazole-6-carboxylic acid O1[C@@H](CC1)CN1C(=NC2=C1C=C(C=C2)C(=O)O)CN2CCN(CC2)C2=CC=C1C(=N2)OC(CC1)C1=CC=CC=C1